2-(1-hexylpyridin-1-ium-4-yl)-1,3-dimethyl-1H-benzimidazol-3-ium bis(hexafluorophosphate) F[P-](F)(F)(F)(F)F.F[P-](F)(F)(F)(F)F.C(CCCCC)[N+]1=CC=C(C=C1)C1=[N+](C2=C(N1C)C=CC=C2)C